3-chloro-5-{2-[(3S,4S)-3-{[4-(2-hydroxyethanesulfonyl)phenoxy]meth-yl}-4-methylpyrrolidin-1-yl]ethyl}benzonitrile ClC=1C=C(C#N)C=C(C1)CCN1C[C@H]([C@@H](C1)C)COC1=CC=C(C=C1)S(=O)(=O)CCO